C(C)(C)(C)OC(N(C)C[C@H]1CN(CCC1)C1=C(C=C2CCC(OC2=C1C#N)(C)C)N)=O (R)-((1-(6-amino-8-cyano-2,2-dimethylchroman-7-yl)piperidin-3-yl)methyl)(methyl)carbamic acid tert-butyl ester